B(O)(O)O.CC=1SC(=CC1)C1=CC=CC=C1 2-methyl-5-phenyl-thiophene borate